C(C(C)(C)C)NC(OC1CCCC1)=O cyclopentyl neopentylcarbamate